C(C)(=O)O[C@@H]1[C@@H]([C@@H](O[C@H](C1)ONC(\C=C\C1=CC=C(C=C1)CN(CCC1=C(NC2=CC=CC=C12)C)C(=O)OCC1C2=CC=CC=C2C=2C=CC=CC12)=O)C)OC(C)=O (2S,3R,4S,6S)-3-(acetyloxy)-6-{[(2E)-3-[4-({[(9H-fluoren-9-ylmethoxy)carbonyl] [2-(2-methyl-1H-indol-3-yl)ethyl]amino}methyl)phenyl]prop-2-enamido]oxy}-2-methyloxan-4-yl acetate